(S)-8-(2-(3-(5,5-dimethyl-tetrahydrofuran-2-yl)-1-(2-(6-methylpyridin-3-yl)propan-2-yl)pyrrolidin-3-yl)ethyl)-7-methyl-7H-purine CC1(CCC(O1)[C@@]1(CN(CC1)C(C)(C)C=1C=NC(=CC1)C)CCC1=NC2=NC=NC=C2N1C)C